5-{4-[(1-{[4-(trifluoromethyl)phenyl]carbamoyl}-D-prolyl)amino]phenyl}pyridine-2-carboxylic acid FC(C1=CC=C(C=C1)NC(=O)N1[C@H](CCC1)C(=O)NC1=CC=C(C=C1)C=1C=CC(=NC1)C(=O)O)(F)F